C(#N)C1=CC(=C(COC2=CC=CC(=N2)C2CCN(CC2)CC2=NC3=C(N2C)C=C(C=C3OCC)CC(=O)O)C=C1)F 2-(2-((4-(6-((4-Cyano-2-fluorobenzyl)oxy)pyridin-2-yl)piperidin-1-yl)methyl)-4-ethoxy-1-methyl-1H-benzo[d]imidazol-6-yl)acetic acid